C(C)(C)(C)OC(=O)N1[C@@H](C[C@@H]([C@@H]1C)C(=O)OC)C(=O)O (2S,4S,5S)-1-[(t-butoxy)carbonyl]-4-(methoxycarbonyl)-5-methylpyrrolidine-2-carboxylic acid